Br.Br Hydrogen bromide HBr